FC(C(=O)[O-])(F)F.C(=O)(O)CCCCC(=O)OC(C(=O)OC1CC2CCC(C1)[N+]21CCCC1)(C1=CC=CC=C1)C1=CC=CC=C1 3-(2-((5-carboxypentanoyl)oxy)-2,2-diphenylacetoxy)spiro[bicyclo[3.2.1]octane-8,1'-pyrrolidin]-8-ium 2,2,2-trifluoroacetate